OC[C@H](C1=CC=CC=C1)NC1=CC(=NC=C1C1=NC(=NO1)C(C)(C)O)NC1=CC=C2C(=N1)N(NC2=O)C(C)C (S)-6-((4-((2-hydroxy-1-phenylethyl)amino)-5-(3-(2-hydroxypropan-2-yl)-1,2,4-oxadiazol-5-yl)pyridin-2-yl)amino)-1-isopropyl-1,2-dihydro-3H-pyrazolo[3,4-b]pyridin-3-one